BrC=1C=CC(=NC1)C(=O)NC=1C2=C(NN1)C(N(C2)C(=O)N2C[C@H]1N(C[C@@H]2C)CCC1)(C)C 5-bromo-N-(6,6-dimethyl-5-((3s,8as)-3-methyl-octahydropyrrolo[1,2-a]pyrazine-2-carbonyl)-1,4,5,6-tetrahydropyrrolo[3,4-c]pyrazol-3-yl)picolinamide